C1(=CC=CC=C1)C1=CC=C(C(=O)Cl)C=C1 4-phenylbenzoic acid chloride